N1(CCC1)C1=NC=CC(=C1)C(C)N1C[C@@H](N(C[C@H]1C)C=1C=2N=C(N(C2N(C(N1)=O)C)CC)CC#N)C 2-(6-((2S,5R)-4-(1-(2-(azetidin-1-yl)pyridin-4-yl)ethyl)-2,5-dimethylpiperazin-1-yl)-9-ethyl-3-methyl-2-oxo-3,9-dihydro-2H-purin-8-yl)acetonitrile